N1CC(C1)N1C[C@@H]2[C@H](C1)CC(C2)N2CCC(CC2)N2N=C(C=1C2=NC=NC1N)C1=CC=C(C=C1)OC1=CC=CC=C1 1-(1-((3aR,6aS)-2-(azetidin-3-yl)hexahydrocyclopenta[c]pyrrol-5-yl)piperidin-4-yl)-3-(4-phenoxyphenyl)-1H-pyrazolo[3,4-d]pyrimidin-4-amine